(2R)-tetrahydro-2H-pyran O1CCCCC1